C(CC)N mono-normal propylamine